C(CCC)[Sn](CCCC)=O DiButyl-Tin Oxide